(S)-8-(1-((benzyloxy)carbonyl)pyrrolidine-2-yl)-7H-purine-6-carboxylic acid C(C1=CC=CC=C1)OC(=O)N1[C@@H](CCC1)C1=NC2=NC=NC(=C2N1)C(=O)O